2,3,5-trimethyl-6-(1H-pyrazol-4-yl)piperazine CC1NC(C(NC1C)C)C=1C=NNC1